tert-butyl 8-(6-formyl-2-(pyridin-4-yl) pyrido[3,4-d]pyrimidin-4-yl)-2,8-diazaspiro[4.5]decane-2-carboxylate C(=O)C1=CC2=C(N=C(N=C2N2CCC3(CCN(C3)C(=O)OC(C)(C)C)CC2)C2=CC=NC=C2)C=N1